1-(1H-benzimidazole-5-yl)-5-{4-[5-(trifluoromethyl)thiophene-2-yl]Phenyl}-imidazolidin-2-one N1C=NC2=C1C=CC(=C2)N2C(NCC2C2=CC=C(C=C2)C=2SC(=CC2)C(F)(F)F)=O